4-(2-(2,4-Dichlorophenyl)-5-(hydroxymethyl)-4-(piperidin-1-ylcarbamoyl)-1H-imidazol-1-yl)benzoic acid ClC1=C(C=CC(=C1)Cl)C=1N(C(=C(N1)C(NN1CCCCC1)=O)CO)C1=CC=C(C(=O)O)C=C1